5-(tert-Butyldimethylsilyloxy)-2-(diphenylmethyleneamino)pentanoic acid [Si](C)(C)(C(C)(C)C)OCCCC(C(=O)O)N=C(C1=CC=CC=C1)C1=CC=CC=C1